(2-(2-((2S,3S)-1-methyl-5-oxo-2-(pyridin-3-yl)pyrrolidine-3-carboxamido)ethoxy)ethyl)-L-proline CN1[C@@H]([C@H](CC1=O)C(=O)NCCOCCN1[C@@H](CCC1)C(=O)O)C=1C=NC=CC1